C1(=CC=CC=C1)[C@H]1[C@@H](OC2(O1)CCCC2)CCO 2-((2S,3S)-3-phenyl-1,4-dioxaspiro[4.4]nonan-2-yl)ethanol